OC(C=O)CCC 2-hydroxy-pentanal